1-(1-(2-(4-(2-methoxybenzyl)piperazin-1-yl)-2-oxoethyl)-4-phenethylpiperidin-4-yl)urea hydrochloride Cl.COC1=C(CN2CCN(CC2)C(CN2CCC(CC2)(CCC2=CC=CC=C2)NC(=O)N)=O)C=CC=C1